(pyridin-3-yl)pyrimidin-4-amine N1=CC(=CC=C1)C1=NC=CC(=N1)N